methyl (7S)-2-[(1R)-2-hydroxy-1-phenylethyl]-7-methyl-3-(oxan-4-yl)-3H,6H,7H,8H,9H-imidazo[4,5-f]quinoline-6-carboxylate OC[C@H](C1=CC=CC=C1)C=1N(C=2C(=C3CC[C@@H](N(C3=CC2)C(=O)OC)C)N1)C1CCOCC1